3,6-diphenyl-9-(3-bromopropyl)-carbazole C1(=CC=CC=C1)C=1C=CC=2N(C3=CC=C(C=C3C2C1)C1=CC=CC=C1)CCCBr